C(C=C)(=O)N1[C@H](CN(CC1)C1=C(C(=NC2=CC(=CC=C12)C=1C=CC=C2CCCSC12)OC[C@H]1N(CCC1)C)CC#N)CC#N 4-((S)-4-acryloyl-3-(cyanomethyl)piperazin-1-yl)-2-(((S)-1-methylpyrrolidin-2-yl)methoxy)-7-(thiochroman-8-yl)quinoline-3-acetonitrile